4-(4-((5,7-dimethyl-1H-indol-4-yl)methyl)-1-(2-fluoroethyl)piperidin-3-yl)benzoic acid CC=1C(=C2C=CNC2=C(C1)C)CC1C(CN(CC1)CCF)C1=CC=C(C(=O)O)C=C1